N=1NN=C(C1)C1=CC=C(CN2CCC(CC2)(CCC2=CC=CC=C2)COCC)C=C1 1-(4-(2H-1,2,3-triazol-4-yl)benzyl)-4-(ethoxymethyl)-4-phenethyl-piperidine